C(#N)C1=NC2=C(C=C(C=C2C=C1)NC(C1=C(C=C(C=C1)NS(=O)(=O)CCO)N1CCC2(CC2)CC1)=O)N1CCC(CC1)(F)F N-(2-cyano-8-(4,4-difluoropiperidin-1-yl)quinolin-6-yl)-4-((2-hydroxyethyl)sulfonamido)-2-(6-azaspiro[2.5]oct-6-yl)benzamide